5-methylsulfanylfuran-2-carboxylic acid CSC1=CC=C(O1)C(=O)O